C(#C)C1=CC(=C(C=C1)CNC(OC(C)(C)C)=O)OCCCOC tert-butyl N-[[4-ethynyl-2-(3-methoxypropoxy)phenyl]methyl]carbamate